methyl-(1r,4r)-4-amino-1-(trifluoromethyl)cyclohexan-1-ol CC1[C@@](CC[C@H](C1)N)(O)C(F)(F)F